N-[1-(difluoromethyl)-1H-pyrazol-4-yl]-4-methyl-3-[2-(pyridin-3-yl)ethynyl]benzamide FC(N1N=CC(=C1)NC(C1=CC(=C(C=C1)C)C#CC=1C=NC=CC1)=O)F